C(C)N1CCN(CC1)C1=C(N)C=C(C=C1)F 2-(4-ethylpiperazine-1-yl)-5-fluoroaniline